2-cis-propenyl-phosphoric acid C(=C/C)/OP(O)(O)=O